ClC1=C(C=2N=C(NC(C2C=N1)=O)SC)F 7-chloro-8-fluoro-2-methylsulfanyl-3H-pyrido[4,3-d]pyrimidin-4-one